NC1=CC=C(C=C1)C1=NN=NN1CC1=C(C=C(C(=O)NO)C=C1F)F 4-[[5-(4-aminophenyl)tetrazol-1-yl]methyl]-3,5-difluoro-benzohydroxamic acid